CS(=O)(=O)OCC1(CC1)OC1OCCCC1 [1-(oxan-2-yloxy)cyclopropyl]methyl methanesulfonate